3-((R)-4-amino-6-((S)-3-fluoro-3-methylpyrrolidin-1-yl)pyrido[3,4-d]pyrimidin-8-yl)-2,4-dimethylphenol NC=1C2=C(N=CN1)C(=NC(=C2)N2C[C@@](CC2)(C)F)C=2C(=C(C=CC2C)O)C